C(#C)C1=CC(=C(CNC(=O)[C@H]2N(C[C@@H](C2)O)C([C@H](C(C)(C)C)NC(OC2=CC=CC=C2)=O)=O)C=C1)F Phenyl ((S)-1-((2S,4R)-2-((4-ethynyl-2-fluorobenzyl)carbamoyl)-4-hydroxypyrrolidin-1-yl)-3,3-dimethyl-1-oxobutan-2-yl)carbamate